ClC1=CC=C2C(=N1)NC=C2C=O 6-CHLORO-1H-PYRROLO[2,3-B]PYRIDINE-3-CARBALDEHYDE